2-[2-(trifluoromethyl)phenyl]thiazole-5-carboxylic acid FC(C1=C(C=CC=C1)C=1SC(=CN1)C(=O)O)(F)F